CC1=C2C(=CNC2=CC=C1)C1C(CCCC1)=O 2-(4-methyl-3-indolyl)-cyclohexanone